NC1=NC=CC2=C(C=CC=C12)C1=CC=C2CC[C@H](C2=C1)OC1=C(C=CC(=C1)C)CC(=O)OCC (R)-ethyl 2-(2-((6-(1-aminoisoquinolin-5-yl)-2,3-dihydro-1H-inden-1-yl)oxy)-4-methylphenyl)acetate